(3-(5-chloro-2-(difluoromethoxy)phenyl)-1-(2-oxo-3-(piperidin-1-yl)propyl)-1H-pyrazol-4-yl)pyrazolo[1,5-a]Pyrimidine-3-carboxamide ClC=1C=CC(=C(C1)C1=NN(C=C1C1=NN2C(N=CC=C2)=C1C(=O)N)CC(CN1CCCCC1)=O)OC(F)F